4-{3-(4-chlorophenyl)-1-[2-(4-morpholinyl)ethyl]ureido}-3-methyl-N-(thiazol-2-yl)benzamide ClC1=CC=C(C=C1)NC(N(CCN1CCOCC1)C1=C(C=C(C(=O)NC=2SC=CN2)C=C1)C)=O